3-(1,4-dioxaspiro[4.5]decane-8-yl)pyrazolo[1,5-a]pyridin-5-ol O1CCOC12CCC(CC2)C=2C=NN1C2C=C(C=C1)O